C(C)OC1=C(C(=CC(=C1)OC)O)C(\C=C\C1=CC=C(C=C1)OCC)=O (E)-1-(2-Ethoxy-6-hydroxy-4-methoxyphenyl)-3-(4-ethoxyphenyl)prop-2-en-1-one